(R)-1-(5-methylpyridin-2-yl)ethyl 4-[6-(1-methyl-1H-pyrazol-4-yl)pyrazolo[1,5-a]pyridin-3-yl]piperazine-1-carboxylate CN1N=CC(=C1)C=1C=CC=2N(C1)N=CC2N2CCN(CC2)C(=O)O[C@H](C)C2=NC=C(C=C2)C